[Si](C1=CC=CC=C1)(C1=CC=CC=C1)(C(C)(C)C)OC(COC=1C(OC(=CC1I)C(=O)OC)=O)COC methyl 3-(2-((tert-butyldiphenylsilyl)oxy)-3-methoxypropoxy)-4-iodo-2-oxo-2H-pyran-6-carboxylate